(4-(carbazole-9-yl)phenyl)boric acid C1=CC=CC=2C3=CC=CC=C3N(C12)C1=CC=C(C=C1)OB(O)O